sec-isoamyl mercaptan C(C)(C(C)C)S